chloro-4-(cyclopropanecarbonylamino)-2-pyrrolidin-1-ylbenzoic acid ClC=1C(=C(C(=O)O)C=CC1NC(=O)C1CC1)N1CCCC1